2-[[(1R)-1-[2-(4-Cyano-4-phenyl-1-piperidyl)-3,6-dimethyl-4-oxo-chromen-8-yl]ethyl]amino]benzoic Acid C(#N)C1(CCN(CC1)C=1OC2=C(C=C(C=C2C(C1C)=O)C)[C@@H](C)NC1=C(C(=O)O)C=CC=C1)C1=CC=CC=C1